4-[1-(cyclobutyl-methyl)-8-dimethylamino-2-oxo-8-phenyl-1,3-diazaspiro[4.5]decan-3-yl]-benzamide C1(CCC1)CN1C(N(CC12CCC(CC2)(C2=CC=CC=C2)N(C)C)C2=CC=C(C(=O)N)C=C2)=O